NC1=C(C(=NC=N1)C1=CC(=C(CNC(=O)C=2OC(=NN2)C(C)(C)C)C=C1)C)OCCN(C(C=C)=O)C N-(4-(6-amino-5-(2-(N-methylacrylamido)ethoxy)pyrimidin-4-yl)-2-methylbenzyl)-5-(tert-butyl)-1,3,4-oxadiazole-2-carboxamide